ClC1=C(C=C(OCC(=O)NC23CC(C(CC2)(CC3)NC(=O)C3OC2=C(C3)C=CC=C2)O)C=C1)F N-{4-[2-(4-chloro-3-fluorophenoxy)acetamido]-2-hydroxybicyclo[2.2.2]octan-1-yl}-2,3-dihydro-1-benzofuran-2-carboxamide